N-(4-bromobenzyl)-N-ethyl-2-(4-methylpiperazin-1-yl)acetamide BrC1=CC=C(CN(C(CN2CCN(CC2)C)=O)CC)C=C1